N-methylmorpholin tetraphenylborate salt C1(=CC=CC=C1)[B-](C1=CC=CC=C1)(C1=CC=CC=C1)C1=CC=CC=C1.CN1CCOCC1